5-(5-chloro-1,2,3,4-tetrahydronaphthalen-2-yl)-2-(2-chlorophenyl)-1,4,5,6-tetrahydropyrrolo[3,4-d]imidazole ClC1=C2CCC(CC2=CC=C1)N1CC=2NC(=NC2C1)C1=C(C=CC=C1)Cl